COC1=C(C=C(C=C1)C(C)SC)[N+](=O)[O-] [1-(4-methoxy-3-nitrophenyl)ethyl](methyl)sulfane